6-fluoro-7-methoxy-1-(propan-2-yl)-1,2,3,4-tetrahydro-1,8-naphthyridin-4-one FC=1C=C2C(CCN(C2=NC1OC)C(C)C)=O